(S)-4-(3-(Dimethylamino)-3-(3-(trifluoromethyl)phenethyl)-piperidin-1-yl)-2-methyl-N-(pyrimidin-4-yl)benzenesulfonamide formate C(=O)O.CN([C@@]1(CN(CCC1)C1=CC(=C(C=C1)S(=O)(=O)NC1=NC=NC=C1)C)CCC1=CC(=CC=C1)C(F)(F)F)C